COC1=CC=C(C2=CC=CC=C12)CCC1=CC(=C(C=C1)OC)OC 1-(4-methoxy-naphthalene-1-yl)-2-(3,4-dimethoxy-phenyl)ethane